C(C)N(C1=CC=C2C(=CC(OC2=C1)=O)C1(N(CCCC1)C(=O)O)CC1=CC=CC=C1)CC.OCC1=C(C=CC(=C1)N1CCOCC1)NC1=NC2=C(C=CC=C2C=N1)C1=NC=CC(=C1)NC(C=C)=O N-(2-(2-((2-(hydroxymethyl)-4-morpholinylphenyl)amino)quinazolin-8-yl)pyridin-4-yl)acrylamide (7-(diethylamino)-2-oxo-2H-chromen-4-yl)(phenyl)methyl-piperidine-1-carboxylate